methyl 18-di-tert-butoxyphosphoryloctadecanoate C(C)(C)(C)OP(=O)(OC(C)(C)C)CCCCCCCCCCCCCCCCCC(=O)OC